[Si](C)(C)(C(C)(C)C)OC1CN(C1)C1=NC(=NC(=C1Cl)Cl)C {3-[(tert-butyldimethylsilyl)oxy]azetidin-1-yl}-5,6-dichloro-2-methylpyrimidine